(3S)-3-[[(2S)-2-cyclopentyl-2-[9H-fluoren-9-ylmethoxycarbonyl-(methyl)amino]acetyl]-propyl-amino]-4-morpholino-4-oxo-butanoic acid C1(CCCC1)[C@@H](C(=O)N([C@@H](CC(=O)O)C(=O)N1CCOCC1)CCC)N(C)C(=O)OCC1C2=CC=CC=C2C=2C=CC=CC12